[4-[2-carbamoyl-5-[6,6-dimethyl-4-oxo-3-(trifluoromethyl)-5,7-dihydroindazol-1-yl]anilino]cyclohexyl]2-aminoacetate C(N)(=O)C1=C(NC2CCC(CC2)OC(CN)=O)C=C(C=C1)N1N=C(C=2C(CC(CC12)(C)C)=O)C(F)(F)F